5-bromo-3-((2-(prop-1-ynyl)pyridin-4-yl)methoxy)pyrazin-2-amine BrC=1N=C(C(=NC1)N)OCC1=CC(=NC=C1)C#CC